O[C@H]1CN(CCC1)C(=O)OC(C)(C)C (R)-tert-butyl 3-hydroxypiperidine-1-carboxylate